O=C1NC(CCC1N1C(C2=CC=CC(=C2C1=O)NCCCCCCNC(CN1CCN(CC1)C1=CC=C(C=C1)C1=NNC2=C1N=C(N=C2)C2=C(C=CC=C2OC)F)=O)=O)=O N-(6-((2-(2,6-dioxopiperidin-3-yl)-1,3-dioxoisoindolin-4-yl)amino)hexyl)-2-(4-(4-(5-(2-fluoro-6-methoxyphenyl)-1H-pyrazolo[4,3-d]pyrimidin-3-yl)phenyl)piperazin-1-yl)acetamide